CC1=NC(=CC=C1S(=O)(=O)N)NC1=NC=C(C=C1)C(F)(F)F methyl-6-[[5-(trifluoromethyl)-2-pyridyl]amino]pyridine-3-sulfonamide